1-nonyl-1H-1,2,3-triazole C(CCCCCCCC)N1N=NC=C1